Oxoazoline C1CN=CC1=O